6,8-dioxabicyclo[3.2.1]Octane-2,3,4-triol C12C(C(C(C(OC1)O2)O)O)O